C(C=C)(=O)N1CCN(CC1)C1=NC(N2C3=C(C=C(C=C13)Cl)S(C[C@H](C2)OC)C2=C(C=C(C=C2)F)F)=O (3S)-8-(4-acryloylpiperazin-1-yl)-10-chloro-l-1-(2,4-difluorophenyl)-3-methoxy-3,4-dihydro-2H,6H-[1,4]thiazepino[2,3,4-ij]quinazolin-6-one